ClC=1C=C(C=CC1)/C(=C/C(=O)OCC)/C1(CCN(CC1)C(=O)OC(C)(C)C)F tert-butyl (Z)-4-(1-(3-chlorophenyl)-3-ethoxy-3-oxoprop-1-en-1-yl)-4-fluoropiperidine-1-carboxylate